tert-butyl (4-(2-(furan-3-yl)vinyl)thiazol-2-yl)carbamate O1C=C(C=C1)C=CC=1N=C(SC1)NC(OC(C)(C)C)=O